ethyl 2-(5-methyl-4-((1r,4r)-4-(trifluoromethoxy)cyclohexyl)pyridin-3-yl)acetate CC=1C(=C(C=NC1)CC(=O)OCC)C1CCC(CC1)OC(F)(F)F